ClC=1C=CC(=NC1)[C@H]1[C@@H](C1)C=1C=2N(N=C(C1)C=1C(=NC(=NC1)OC)OC)C=CN2 8-((1R,2R)-2-(5-chloropyridin-2-yl)cyclopropyl)-6-(2,4-dimethoxypyrimidin-5-yl)imidazo[1,2-b]pyridazine